ClC=1C(=CC=C2C=CC=C(C12)N1CC=2N=C(N=C(C2CC1)N1C[C@@H](N(CC1)C(C(=C)F)=O)CC#N)OCC1N(CC1)CC)F 2-((2S)-4-(7-(8-chloro-7-fluoronaphthalen-1-yl)-2-((1-ethylazetidin-2-yl)methoxy)-5,6,7,8-tetrahydropyrido[3,4-d]pyrimidin-4-yl)-1-(2-fluoroacryloyl)piperazin-2-yl)acetonitrile